N-[(1S)-2-[[(1S)-2-amino-2-oxo-1-[[(3S)-2-oxopyrrolidin-3-yl]methyl]ethyl]amino]-1-(cyclopropylmethyl)-2-oxo-ethyl]-5-chloro-1H-indole-2-carboxamide NC([C@H](C[C@H]1C(NCC1)=O)NC([C@H](CC1CC1)NC(=O)C=1NC2=CC=C(C=C2C1)Cl)=O)=O